tert-Butyl 2-(7-(2-chloro-5-methylpyrimidin-4-yl)-1-oxo-3,4-dihydropyrrolo[1,2-a]pyrazin-2(1H)-yl)propanoate ClC1=NC=C(C(=N1)C=1C=C2N(CCN(C2=O)C(C(=O)OC(C)(C)C)C)C1)C